C(C=C)C(C(=O)OCC)(C(=O)OCC)CC=C diethyl 2,2-diallylmalonate